OC1=C(C=C(C(=O)O)C=C1C(F)(F)F)OC 4-hydroxy-3-methoxy-5-(trifluoromethyl)benzoic acid